Dimethyl iminodiacetate hydrochloride Cl.N(CC(=O)OC)CC(=O)OC